1-(4-(3-(4-fluorophenyl)-1H-1,2,4-triazol-1-yl)piperidin-1-yl)-2-(4-methyl-1,2,5-oxadiazol-3-yl)ethan-1-one FC1=CC=C(C=C1)C1=NN(C=N1)C1CCN(CC1)C(CC1=NON=C1C)=O